[C@@H]1([C@H](O)[C@@H](O)[C@H](O)[C@H](O1)CO)C(=O)[C@H](O)[C@@H](O)[C@H](O)[C@H](O)CO beta-D-glucosyl(glucose)